CC(\C=C\C)=O (E)-3-pentene-2-one